FC1=C(C(=CC=C1)C)C1=NC2=C(C=3C=NC=CC13)N=C(N=C2)NC2=CC=C(C=C2)N2CCN(CC2)C 6-(2-fluoro-6-methylphenyl)-N-(4-(4-methylpiperazin-1-yl)phenyl)pyrimido[5,4-c][2,6]naphthyridin-2-amine